ClC=1C=C2C(N(CN(C2=CC1C#N)C1=C(C=C(C=C1)F)CC)C1=C(NC(C=C1)=O)C)=O 6-chloro-1-(2-ethyl-4-fluorophenyl)-3-(2-methyl-6-oxo-1,6-dihydropyridin-3-yl)-4-oxo-1,2,3,4-tetra-hydroquinazoline-7-carbonitrile